NC1CCN(CC1)C(=O)NC1=NN(C(C=C1)=O)C 4-amino-N-(1-methyl-6-oxo-1,6-dihydropyridazin-3-yl)piperidine-1-carboxamide